N-[4-[2-chloro-3-(2,6-dioxo-3-piperidyl)phenyl]phenyl]tetrahydrofuran-3-carboxamide ClC1=C(C=CC=C1C1C(NC(CC1)=O)=O)C1=CC=C(C=C1)NC(=O)C1COCC1